CC=CCO R-methylallyl alcohol